CS[N+]=1NN=NC1 Methylthiotetrazolium